3-[2-hydroxy-3-methyl-5-(4-{5-oxo-2,8-diazaspiro[3.5]non-8-yl}butyl)-hexahydro-2H-1,3-benzodiazol-1-yl]piperidine-2,6-diol OC1N(C2C(N1C1C(NC(CC1)O)O)CCC(C2)CCCCN2CCC(C1(CNC1)C2)=O)C